FC=1C(=C(C=C(C1)CC(C)C)N1C[C@H](N([C@@H](C1)C)CC=1N=NC=CC1)C)C=1N=NNN1 3-[[(2R,6R)-4-[3-fluoro-5-isobutyl-2-(2H-tetrazol-5-yl)-phenyl]-2,6-dimeth-yl-piperazin-1-yl]-methyl]pyridazine